C(C)(C)(C)OC(CCCCCOC(C(=C)C)=O)=O 6-Methacryloyloxyhexanoic acid tert.-butyl ester